C1N(CC12CNC2)C2=NC=CC(=N2)N2CCOCC2 4-[2-(2,6-diazaspiro[3.3]heptan-2-yl)pyrimidin-4-yl]morpholine